morpholine-4-carboxylic acid [(2r,3e,5e)-6-[(2s,3s,4e,6s,7s,10s)-6-acetoxy-7,10-dihydroxy-3,7-dimethyl-12-oxo-1-oxocyclododec-4-en-2-yl]-2-methylhept-3,5-dienyl] ester C(C)(=O)O[C@H]1/C=C/[C@@H]([C@H](C(C(C[C@H](CC[C@]1(C)O)O)=O)=O)/C(=C/C=C/[C@H](COC(=O)N1CCOCC1)C)/C)C